(3AR,8aS)-2-(2,4-Dimethoxybenzyl)-1,3-dioxooctahydropyrrolo[3,4-d]azepin-6(2H)-carboxylic acid tert-butyl ester C(C)(C)(C)OC(=O)N1CC[C@H]2[C@@H](CC1)C(N(C2=O)CC2=C(C=C(C=C2)OC)OC)=O